COC=1C=CC=C2C=C(N3C(C12)=CC=N3)COC 10-METHOXY-5-(METHOXYMETHYL)PYRAZOLO[5,1-A]ISOQUINOLINE